10-(2-((tert-butyldiphenylsilyl)oxy)ethyl)-5-chloro-2-(methylsulfinyl)-9,10-dihydro-8H-7-oxa-1,3,6,10-tetraazacyclohepta[de]naphthalene [Si](C1=CC=CC=C1)(C1=CC=CC=C1)(C(C)(C)C)OCCN1CCOC2=NC(=CC=3N=C(N=C1C23)S(=O)C)Cl